methyl 5-methyl-2-[(2,2,2-trichloroacetyl)carbamoylamino]pyridine-3-carboxylate CC=1C=C(C(=NC1)NC(NC(C(Cl)(Cl)Cl)=O)=O)C(=O)OC